5-(5-fluoro-1H-pyrazol-4-yl)-2-{3-[(3S,5R)-3-methyl-5-(propan-2-yl)piperazin-1-yl]-1,2,4-triazin-6-yl}phenol FC1=C(C=NN1)C=1C=CC(=C(C1)O)C1=CN=C(N=N1)N1C[C@@H](N[C@@H](C1)C(C)C)C